6-bromo-4-methylfuro[3,2-c]pyridin-7-amine BrC1=C(C2=C(C(=N1)C)C=CO2)N